(S)-N-(chroman-4-yl)-2-(pyridin-3-yl)benzo-[d]thiazole-5-carboxamide O1CC[C@@H](C2=CC=CC=C12)NC(=O)C=1C=CC2=C(N=C(S2)C=2C=NC=CC2)C1